NC1=NC=CC(=C1)C1=NC=CC(=N1)C(=O)N 2-(2-aminopyridin-4-yl)pyrimidine-4-formamide